(2R,4S)-N-((S,E)-4-(methylsulfonyl)but-3-en-2-yl)-2-phenyl-4-((R)-2,2,2-trifluoro-1-hydroxyethyl)piperidine-1-carboxamide CS(=O)(=O)/C=C/[C@H](C)NC(=O)N1[C@H](C[C@H](CC1)[C@H](C(F)(F)F)O)C1=CC=CC=C1